tert-butyl (3R,5S)-4-((1-(4-(2,6-dioxopiperidin-3-yl) phenyl) piperidin-4-yl) methyl)-3,5-dimethylpiperazine-1-carboxylate O=C1NC(CCC1C1=CC=C(C=C1)N1CCC(CC1)CN1[C@@H](CN(C[C@@H]1C)C(=O)OC(C)(C)C)C)=O